CN(C(CC1CCN(CC1)C([C@H](CC1CC1)N1C([C@@H](NCC1)CC1CC1)=O)=O)=O)CCC(C)C (S)-1-[(S)-2-(4-{2-[N-Methyl(isopentyl)amino]-2-oxoethyl}-1-piperidyl)-1-(cyclopropylmethyl)-2-oxoethyl]-3-(cyclopropylmethyl)-2-piperazinone